5-fluoro-4-(2'-methylspiro[cyclopentane-1,3'-indol]-5'-yl)-N-(5-(piperidin-4-yl)pyridin-2-yl)pyrimidine FC=1C(=NCN(C1)C1=NC=C(C=C1)C1CCNCC1)C=1C=C2C3(C(=NC2=CC1)C)CCCC3